4-(3-chloro-2-fluorophenyl)-5-fluoro-2-(4-fluoro-1-methyl-1H-pyrazol-3-yl)-4-methyl-3,4-dihydro-2,7-naphthyridin-1(2H)-one ClC=1C(=C(C=CC1)C1(CN(C(C2=CN=CC(=C12)F)=O)C1=NN(C=C1F)C)C)F